2-(pyridin-3-ylmethyl)-3-(1-trityl-1H-benzo[d]imidazol-6-yl)-2,6-dihydropyrrolo[3,4-c]pyrazole N1=CC(=CC=C1)CN1N=C2C(=C1C=1C=CC3=C(N(C=N3)C(C3=CC=CC=C3)(C3=CC=CC=C3)C3=CC=CC=C3)C1)C=NC2